O1N=CN=C1C(=O)N 1,2,4-oxadiazol-5-carboxamide